CC(C)(CCCC(C=C)C)OC(C1=CC=CC=C1)=O 2,6-Dimethyloct-7-en-2-ylbenzoat